C(C1=CC=CC=C1)N1C(N2[C@@H](SC[C@H]2C1=O)C1=CC=CC=C1)=O (3S,7aR)-6-benzyl-3-phenyl-1H,3H-imidazo[1,5-c]thiazole-5,7(6H,7aH)-dione